ClC1=NC2=NC(=C(N=C2C(=N1)N1CC(CC1)(C)C)C)C 2-chloro-4-(3,3-dimethylpyrrolidin-1-yl)-6,7-dimethylpteridine